FC(CN1C=NC(=C1C1=CC=2N(C=C1)N=CN2)C2=CC=C(C=C2)F)F 7-(1-(2,2-difluoroethyl)-4-(4-fluoro-phenyl)-1H-imidazol-5-yl)-[1,2,4]triazolo[1,5-a]pyridine